(5-(benzyloxy)pentanyl)octylsilane C(C1=CC=CC=C1)OCCCCC[SiH2]CCCCCCCC